CN(CCC[Sn](C)C)C (3-dimethylaminopropyl)dimethyl-tin